Thiomorpholine-4-carbaldehyde N1(CCSCC1)C=O